4-(2-(chloromethyl)-3-methyl-5-(3-(m-tolyl)-1H-pyrazol-1-yl)thieno[3,2-b]pyridin-7-yl)morpholine ClCC1=C(C2=NC(=CC(=C2S1)N1CCOCC1)N1N=C(C=C1)C=1C=C(C=CC1)C)C